CC1(OB(OC1(C)C)C1=C(C=CC=C1C(=O)OC)C1=CC=CC=C1)C methyl 2-(4,4,5,5-Tetramethyl-1,3,2-dioxaborolan-2-yl)-[1,1'-biphenyl]-3-carboxylate